5-((1,1-Dimethyl-2,3-dihydro-1H-inden-2-yl)amino)pyridin CC1(C(CC2=CC=CC=C12)NC=1C=CC=NC1)C